2-((5-methylisoxazol-3-yl)oxy)acetic acid CC1=CC(=NO1)OCC(=O)O